C(=O)(OCC1=CC=CC=C1)N[C@@H](C)C(=O)O N-Cbzalanine